N-((3-(benzyloxy)-1-hydroxycyclopentyl)methyl)-2-chloroacetamide C(C1=CC=CC=C1)OC1CC(CC1)(O)CNC(CCl)=O